2,2,3,3,3-pentafluoropropanol FC(CO)(C(F)(F)F)F